BrCCN1C(=NC=C1)C 1-(2-bromoethyl)-2-methyl-imidazole